C(C)C1=NON=C1C1=NC2=C(N1CC=1C=NC=CC1)C=CC=C2 3-ethyl-4-[1-(pyridin-3-ylmethyl)benzimidazol-2-yl]-1,2,5-oxadiazole